ClC1=CC(=C(N=N1)OC)CCl 6-chloro-4-(chloromethyl)-3-methoxy-pyridazine